[3-hydroxy-3-[(2S)-piperidin-2-yl]azetidin-1-yl]Methanone OC1(CN(C1)C=O)[C@H]1NCCCC1